NC1=NC(N(C=C1)[C@H]1[C@@H]([C@H](CO1)O)OC)=O.[NH4+] ammonium (2R,3S,4R,5R)-5-(4-amino-2-oxopyrimidin-1(2H)-yl)-3-hydroxy-4-methoxy-tetrahydrofuran